2-benzothiazol-2-yl-6-bromophenol S1C(=NC2=C1C=CC=C2)C2=C(C(=CC=C2)Br)O